C[C@@H]1CN(CCO1)C=1OC2=C(C=C(C=C2C(C1)=O)C(=O)O)C=C 2-[(2R)-2-methylmorpholin-4-yl]-4-oxo-8-vinyl-chromene-6-carboxylic acid